5-chloro-2-fluoro-4-(((1S,2S,4S)-2-((2-hydroxyethyl)(methyl)amino)-4-(3-(trifluoromethyl)-phenyl)cyclohexyl)oxy)-N-(pyrimidin-4-yl)benzenesulfonamide Formate C(=O)O.ClC=1C(=CC(=C(C1)S(=O)(=O)NC1=NC=NC=C1)F)O[C@@H]1[C@H](C[C@H](CC1)C1=CC(=CC=C1)C(F)(F)F)N(C)CCO